CC1CC(CC(C1)(C)N=C=O)(C)C methyl-3,5,5-trimethylcyclohexylisocyanate